Cl[C@@H](C)C=1C=C(C=C2C(C(=C(OC12)C1=NC(=CC=C1)C(F)F)C)=O)C 8-[(1S)-1-chloroethyl]-2-[6-(difluoromethyl)-2-pyridyl]-3,6-dimethyl-chromen-4-one